N-(3-(morpholinomethyl)-1,2,4-thiadiazol-5-yl)-5-(3-(trifluoromethoxy)phenyl)thiophene-3-carboxamide O1CCN(CC1)CC1=NSC(=N1)NC(=O)C1=CSC(=C1)C1=CC(=CC=C1)OC(F)(F)F